sodium di-linoleate C(CCCCCCC\C=C/C\C=C/CCCCC)(=O)[O-].C(CCCCCCC\C=C/C\C=C/CCCCC)(=O)[O-].[Na+].[Na+]